NC1=NC=CC(=N1)C1=C(C=2C(NCC(C2N1)C[C@@H]1OCCOC1)=O)NC1=C(C(=CC=C1)Cl)OC 2-(2-aminopyrimidin-4-yl)-3-[(3-chloro-2-methoxyphenyl)amino]-7-[(2S)-1,4-dioxan-2-ylmethyl]-1H,5H,6H,7H-pyrrolo[3,2-c]pyridin-4-one